(S)-4-((3-chloro-4-methoxybenzyl)amino)-2-(2-(hydroxymethyl)pyrrolidin-1-yl)-N,N-dimethylpyrimidine-5-carboxamide ClC=1C=C(CNC2=NC(=NC=C2C(=O)N(C)C)N2[C@@H](CCC2)CO)C=CC1OC